BrC1=CC=C(C(=C1C(C)=O)O)Cl 1-(6-bromo-3-chloro-2-hydroxy-phenyl)ethanone